C(C)(C)(C)OC(=O)N1CC(C1)C=1C(=C(C(=NC1)CN1CCC(CC1)C(=O)OC)C)C methyl 1-((5-(1-(tert-butoxycarbonyl)azetidin-3-yl)-3,4-dimethylpyridin-2-yl)methyl)piperidine-4-carboxylate